FC1=C(C=CC=C1)C1=C2N=C(C(=NC2=CC=C1)C(=O)N)CC=1SC(=CC1)C1=CC(=C(C=C1)OC)C (2-fluorophenyl)-((5-(4-methoxy-3-methylphenyl)thiophen-2-yl)methyl)quinoxaline-2-carboxamide